CN1CCN(CC1)C1=CC=C(S1)CN (5-(4-methylpiperazin-1-yl)thiophen-2-yl)methylamine